ClC=1C=C2C(=NC=NC2=CC1C1=C(C=CC(=C1)Cl)O)N1CCN(CC1)C(C=C)=O 1-(4-(6-chloro-7-(5-chloro-2-hydroxyphenyl)quinazolin-4-yl)piperazin-1-yl)prop-2-en-1-one